(R)-7-methoxy-3,7-dimethyl-octanenitrile COC(CCC[C@H](CC#N)C)(C)C